NC(CCCC(O)(O)O)O 5-aminopentane-1,1,1,5-tetrol